2-methyl-2-(o-phenylphenyloxy)propionamide CC(C(=O)N)(C)OC1=C(C=CC=C1)C1=CC=CC=C1